ClC1=NC=C(C(=C1)C1=C(C=NC(=C1)C)C(=O)NC=1SC2=C(N1)CN(C2)C(=O)C2=CC(=NC=1N2N=CC1)C)OC 2'-chloro-5'-methoxy-6-methyl-N-(5-(5-methyl-pyrazolo[1,5-a]pyrimidine-7-carbonyl)-5,6-dihydro-4H-pyrrolo[3,4-d]thiazol-2-yl)-[4,4'-bi-pyridine]-3-carboxamide